7-(6-(3-fluoro-1-(1-(4-fluorophenyl)ethyl)-1H-pyrazol-4-yl)pyrazin-2-yl)-[1,2,4]triazolo[1,5-a]pyridin-2-amine FC1=NN(C=C1C1=CN=CC(=N1)C1=CC=2N(C=C1)N=C(N2)N)C(C)C2=CC=C(C=C2)F